P(=O)(O[Si](CC)(CC)CC)(O[Si](CC)(CC)CC)Cl bis(triethylsilyl) monochlorophosphate